C(C)(C)(C)OC(=O)NC=1SC2=C(N1)C(=CC=C2F)C2=C(C=C1C(=NC=NC1=C2F)N2CCN(CC2)C(=O)OC(C)(C)C)C(F)(F)F tert-butyl 4-[7-(2-{[(tert-butoxy)carbonyl]amino}-7-fluoro-1,3-benzothiazol-4-yl)-8-fluoro-6-(trifluoromethyl)quinazolin-4-yl]piperazine-1-carboxylate